N-(5-(methylthio)-1,3,4-thiadiazol-2-yl)-[1,2,3]triazolo[1,5-a]quinoline-3-carboxamide CSC1=NN=C(S1)NC(=O)C=1N=NN2C1C=CC1=CC=CC=C21